4-({[4-methyl-1-(4-methylfuran-3-carbonyl)-3-{1-[2-(morpholin-4-yl)acetyl]-3-(trifluoromethyl)piperidin-4-yl}-1H-pyrazol-5-yl]amino}methyl)benzene-1-carboximidamide CC=1C(=NN(C1NCC1=CC=C(C=C1)C(N)=N)C(=O)C1=COC=C1C)C1C(CN(CC1)C(CN1CCOCC1)=O)C(F)(F)F